N-(5-((methylamino)methyl)-2-(pyrimidin-5-yl)phenyl)benzenesulfonamide CNCC=1C=CC(=C(C1)NS(=O)(=O)C1=CC=CC=C1)C=1C=NC=NC1